ClC=1C=C(C=C2C=C(N=CC12)NC(=O)[C@H]1[C@H](C1)F)C=1C=NN(C1C)[C@@H]1OCCCC1 |&1:24| (±)-cis-N-(8-chloro-6-(5-methyl-1-(tetrahydro-2H-pyran-2-yl)-1H-pyrazol-4-yl)isoquinolin-3-yl)-2-fluorocyclopropanecarboxamide